BrC1=NN=C(S1)CNC(C(=O)OC)(C)C methyl 2-[(5-bromo-1,3,4-thiadiazol-2-yl)methylamino]-2-methyl-propanoate